C1(CCCCC1)OC1=C2C=CC(=NC2=C(C=C1)C)C=1OC2=C(C1C)C=CC=C2 5-(Cyclohexyloxy)-8-methyl-2-(3-methyl-1-benzofuran-2-yl)quinoline